O[C@@H]1[C@H]([C@@H](O[C@@H]([C@H]1O)CO)OC1=CC(=C2C(C[C@H](OC2=C1)C1=CC=C(C=C1)O)=O)O)O[C@@H]1O[C@H]([C@@H]([C@H]([C@H]1O)O)O)C (2S)-7-[(2S,3R,4S,5S,6R)-4,5-dihydroxy-6-(hydroxymethyl)-3-[(2S,3R,4R,5R,6S)-3,4,5-trihydroxy-6-methyloxan-2-yl]oxyoxan-2-yl]oxy-5-hydroxy-2-(4-hydroxyphenyl)-2,3-dihydrochromen-4-one